2-[1-[4-[[1-methyl-3-oxo-2-(2-pyridyl)pyrazolo[3,4-d]pyrimidin-6-yl]amino]phenyl]-3-piperidyl]-3H-benzimidazole-4-carboxamide CN1N(C(C=2C1=NC(=NC2)NC2=CC=C(C=C2)N2CC(CCC2)C=2NC1=C(N2)C=CC=C1C(=O)N)=O)C1=NC=CC=C1